C(C)C1=C(C=CC(=C1)F)N1CN(C(C2=C1N=CC(=C2)C(F)(F)F)=O)C=2C(=NC(=CC2)OC)C 1-(2-ethyl-4-fluorophenyl)-3-(6-methoxy-2-methylpyridin-3-yl)-6-(trifluoromethyl)-2,3-dihydropyrido[2,3-d]pyrimidin-4(1H)-one